2-(4-chloro-1-(1-(methoxymethyl)cyclopropyl)-1H-pyrazol-5-yl)-4-(4-(1-ethyl-4-(trifluoromethyl)-1H-imidazol-2-yl)-3-fluorobenzyl)-6,7-dihydropyrazolo[1,5-a]pyrimidin ClC=1C=NN(C1C1=NN2C(N(CCC2)CC2=CC(=C(C=C2)C=2N(C=C(N2)C(F)(F)F)CC)F)=C1)C1(CC1)COC